COC(=O)C1=CC=2CCC(C(C2C=C1)=O)C1=C(C=C(C=C1)Cl)Cl.CC1NC(COC1)C 3,5-dimethyl-morpholine methyl-6-(2,4-dichlorophenyl)-5-oxo-5,6,7,8-tetrahydronaphthalene-2-carboxylate